BrC=1C=C(C=CC1)C=1C=C(C(=O)O)C=CN1 2-(3-bromophenyl)isonicotinic acid